1-ethyl-N-(quinolin-8-yl)-1H-indole-3-carboxamide C(C)N1C=C(C2=CC=CC=C12)C(=O)NC=1C=CC=C2C=CC=NC12